(S)-3-(((Benzyloxy)carbonyl)amino)-4-oxo-4,6,7,8-tetrahydro-pyrrolo-[1,2-a]pyrimidine-6-carboxylic acid C(C1=CC=CC=C1)OC(=O)NC1=CN=C2N(C1=O)[C@@H](CC2)C(=O)O